8-(1,1'-biphenyl-4-yl)-4-[8-(9-phenyl-9H-carbazol-3-yl)-1-dibenzofuranyl]-[1]benzofuro[3,2-d]pyrimidine C1(=CC=C(C=C1)C=1C=CC2=C(C1)C=1N=CN=C(C1O2)C2=CC=CC=1OC3=C(C12)C=C(C=C3)C=3C=CC=1N(C2=CC=CC=C2C1C3)C3=CC=CC=C3)C3=CC=CC=C3